C(C)(C)(C)OC(=O)NCCN1C(=C(C(=C1)I)C1=CC=C(C=C1)F)C(=O)OC methyl 1-(2-((tert-butoxycarbonyl) amino) ethyl)-3-(4-fluorophenyl)-4-iodo-1H-pyrrole-2-carboxylate